COC1=C(C=C2C=CC=NC2=C1)B(O)O (7-methoxy-6-quinolinyl)boronic acid